(R)-(1-(3-(4-((5-chloro-3-fluoropyridin-2-yl)oxy)phenyl)-1,2,4-oxadiazol-5-yl)-3-hydroxypropan-2-yl)carbamic acid tert-butyl ester C(C)(C)(C)OC(N[C@H](CC1=NC(=NO1)C1=CC=C(C=C1)OC1=NC=C(C=C1F)Cl)CO)=O